3-methoxy-2,2-bis(methoxymethyl)-1-propylamine COCC(CN)(COC)COC